C(CC[C@@H](C(=O)O)NC(=O)C1=CC=C(NCC2COC=3N=C(N)NC(=O)C3O2)C=C1)(=O)[O-] 5,8-dioxatetrahydrofolate